(3-chlorophenyl)(1-(3-chlorophenyl)cyclopropyl)methyl (3-cyclohexyl-1-oxo-1-((1-oxo-3-(2-oxopyrrolidin-3-yl)propan-2-yl)amino)propan-2-yl)carbamate C1(CCCCC1)CC(C(NC(C=O)CC1C(NCC1)=O)=O)NC(OC(C1(CC1)C1=CC(=CC=C1)Cl)C1=CC(=CC=C1)Cl)=O